CC/C(=C/CC)/P(O)=O (Z)-3-hexen-3-ylphosphinic acid